N12CCCC(CC1)C2 1-azabicyclo[3.2.1]octane